2-(trifluoro-methoxy)-5-((trimethylsilyl)ethynyl)benzaldehyde FC(OC1=C(C=O)C=C(C=C1)C#C[Si](C)(C)C)(F)F